C1(=CC=CC=C1)[C@H](C(=O)N[C@@H](C(C)C)C(=O)N[C@H](CCC(=O)O)C(=O)O)C ((R)-2-phenylpropanoyl)-L-valyl-D-glutamic acid